C(C)(C)(C)C1=C(C(C=O)=CC(=C1)C(C)(C)C)O 3,5-di-t-butyl-salicylaldehyde